NC1=NC=2C=CC(=CC2C=2N1C=NC2C)C(=O)O 5-amino-1-methylimidazo[1,5-c]quinazoline-9-carboxylic acid